propanoat C(CC)(=O)[O-]